5-fluoro-6-((5-(3-(5-isopropyloxazol-2-yl)cyclopentyl)-1H-pyrazol-3-yl)amino)-3,4-dihydro-1H-benzo[c][1,2]thiazine 2,2-dioxide FC1=C(C=CC=2NS(CCC21)(=O)=O)NC2=NNC(=C2)C2CC(CC2)C=2OC(=CN2)C(C)C